FC1(CCN(CC1)C1(CC1)C(=O)N1[C@@H](CCC1)C(=O)N[C@H](C#C)CC(=O)N)F (2S)-1-[1-(4,4-Difluoro-1-piperidyl)cyclopropanecarbonyl]-N-[(1S)-1-(2-amino-2-oxo-ethyl)prop-2-ynyl]pyrrolidine-2-carboxamide